6-[6-(2,2-difluoro-1-methyl-ethoxy)-3-pyridyl]-3-[ethoxy(difluoro)methyl]-[1,2,4]triazolo[4,3-a]pyrazine Methyl-4-Methylbenzenesulfonate COS(=O)(=O)C1=CC=C(C=C1)C.FC(C(OC1=CC=C(C=N1)C=1N=CC=2N(C1)C(=NN2)C(F)(F)OCC)C)F